(dl)-aspartate N[C@@H](CC(=O)[O-])C(=O)[O-] |r|